FC1(C2=CC(CC(C2=C(C2=CC=C(C=C12)O)C1=C(C=CC(=C1)C)S(=O)(=O)O)=O)=O)F (10,10-difluoro-6-hydroxy-3-oxo-3,10-dihydroanthracenone-9-yl)-4-methylbenzenesulfonic acid